1-isopropylaminobutane-1-sulfonic acid C(C)(C)NC(CCC)S(=O)(=O)O